ClC1=NC=CC(=C1Cl)C1=NC(=C(C(=C1)F)C=O)OC 2',3'-dichloro-4-fluoro-6-methoxy-[2,4'-bipyridine]-5-carbaldehyde